C(CCCCCCCC)OC(CCCCCCCCCCC)=O dodecanoic acid-n-nonyl ester